ethyl (E)-4-({4-[7-chloro-10-(2-hydroxyethyl)-11-oxo-10,11-dihydro-5H-dibenzo[b,e][1,4]diazepin-5-yl]butyl}amino)but-2-enoate maleate C(\C=C/C(=O)O)(=O)O.ClC1=CC2=C(N(C(C3=C(N2CCCCNC/C=C/C(=O)OCC)C=CC=C3)=O)CCO)C=C1